COC=1C(=NC=C(N1)C)C 3-methoxy-2,5-dimethylpyrazine